2-(5-Chloro-4-nitro-1H-imidazol-1-yl)acetonitrile ClC1=C(N=CN1CC#N)[N+](=O)[O-]